OC[C@@H](C)NC1=NC(=CC(=C1)C=1C=C(C=CC1C)NC(=O)N1CC(=CC1)C(F)(F)F)N1CCOCC1 (R)-N-(3-(2-((1-hydroxypropan-2-yl)amino)-6-morpholinopyridin-4-yl)-4-methylphenyl)-3-(trifluoromethyl)-2,5-dihydro-1H-pyrrole-1-carboxamide